BrC1=CC=2N(C(N(C(C2S1)=O)C=1C=NC=C(C1)C)=O)CCC#N 3-(6-bromo-3-(5-methylpyridin-3-yl)-2,4-dioxo-3,4-dihydrothieno[3,2-d]pyrimidin-1(2H)-yl)propionitrile